C(C)(C)C=1C=CC(=NC1)C1=CC=C2C=NC(=NN21)N[C@H]2[C@@H](COCC2)O (3S,4R)-4-((7-(5-isopropylpyridin-2-yl)pyrrolo[2,1-f][1,2,4]triazin-2-yl)amino)tetrahydro-2H-pyran-3-ol